[Cl-].C(CCCCCCCCC)[NH+]1CC(CCC1)CC 1-decyl-3-ethylpiperidinium chloride